FC(S(=O)(=O)[O-])(F)F.FC(S(=O)(=O)[O-])(F)F.[Pd+2].C(C)#N (acetonitrile) palladium (II) bis(trifluoromethanesulfonate)